C(C)(C)(C)NC(C1=CC=C(C=C1)NC1=NC(=NC(=N1)Cl)Cl)=O N-tertiary butyl-4-[(4,6-dichloro-1,3,5-triazine-2-yl)amino]benzamide